methoxy-6,7-dihydro-5H-cyclopenta[b]pyridine-3-carbonitrile COC1=C(C=C2C(=N1)CCC2)C#N